[Si](C)(C)(C(C)(C)C)ON[C@@H]1C(=C[C@H](NC1)C(=O)N)C (2S,5R)-5-(((tert-butyldimethylsilyl)oxy)amino)-4-methyl-1,2,5,6-tetrahydropyridine-2-carboxamide